(2S)-3-[[4-[2-hydroxy-4-(trifluoromethyl)phenyl]-7-methyl-phthalazin-1-yl]amino]propane-1,2-diol OC1=C(C=CC(=C1)C(F)(F)F)C1=NN=C(C2=CC(=CC=C12)C)NC[C@@H](CO)O